8-((4-(((S)-2-hydroxy-1-phenylethyl)amino)-5-(1,3,4-oxadiazol-2-yl)pyridin-2-yl)amino)-9b-methyl-3-methylene-3,9b-dihydro-5H-pyrrolo[2,1-a]isoindol-5-one OC[C@H](C1=CC=CC=C1)NC1=CC(=NC=C1C=1OC=NN1)NC1=CC=C2C(N3C(C2=C1)(C=CC3=C)C)=O